BrC1CC1C=1C=CC(=C(C1)NC(=O)[C@@H]1N(C[C@@H](C1)OC)C(=O)OC(C)(C)C)F tert-butyl (2R,4R)-2-(5-(1-bromo-3-cyclopropyl)-2-fluorophenylcarbamoyl)-4-methoxypyrrolidine-1-carboxylate